OC1=CC=C(C=C1)C(C)(C)C1=CC=C(C=C1)C(CCCCCCC1=CC=C(C=C1)O)C1=CC=C(C=C1)O 4,4'-[1-{4-[1-(4-Hydroxyphenyl)-1-methylethyl]phenyl}heptylene]bisphenol